BrCC=1C=CC=C2C(=CC=NC12)Cl 8-(bromomethyl)-4-chloroquinoline